(1S,4S)-8-fluoro-1-((methylamino)methyl)isochroman-4-ol FC=1C=CC=C2[C@@H](CO[C@@H](C12)CNC)O